acetic acid benzyl ester hydrochloride Cl.C(C1=CC=CC=C1)OC(C)=O